C(C)(C)(C)OC(=O)N(C1=CC(=C(C(=O)O)C=C1Cl)OC)C([2H])([2H])[2H] 4-(tert-Butoxycarbonyl-(Trideuteromethyl)amino)-5-chloro-2-methoxybenzoic acid